N-(3,5-bis(trifluoromethyl)benzyl)-1H-imidazole-2-carboxamide FC(C=1C=C(CNC(=O)C=2NC=CN2)C=C(C1)C(F)(F)F)(F)F